F[C@@H]1[C@@H]([C@@H](N(C1)C(C(C)C)=O)CC=1C=C(C=CC1)C1=CC(=CC=C1)F)NS(=O)(=O)CC N-[(2S,3R,4S)-4-fluoro-2-[(3'-fluoro[1,1'-biphenyl]-3-yl)methyl]-1-(2-methyl-propanoyl)pyrrolidin-3-yl]ethane-sulfonamide